FC=1C=C(C=CC1F)N1N=C2N(C1=O)[C@H](CC2)C=2C=NC=C(C2)F (R)-2-(3,4-difluorophenyl)-5-(5-fluoropyridin-3-yl)-2,5,6,7-tetrahydro-3H-pyrrolo[2,1-c][1,2,4]triazol-3-one